COC1=C(C=CC(=C1)C1=CN=NN1C)NC=1N=CC2=C(N1)C(=NC(=C2)C)N2CC(C2)(C#N)C 1-(2-((2-methoxy-4-(1-methyl-1H-1,2,3-triazol-5-yl)phenyl)amino)-6-methylpyrido[3,4-d]pyrimidin-8-yl)-3-methylazetidine-3-carbonitrile